ClC1=C2C(=NC=C1C1=CC(=CC=C1)Cl)N(C=N2)C/C=C/[C@H]2NCCC[C@@H]2O (2R,3S)-2-((E)-3-(7-chloro-6-(3-chlorophenyl)-3H-imidazo[4,5-b]pyridin-3-yl)prop-1-enyl)piperidin-3-ol